2-(4-(3-(4-(6-(8-(benzo[d]thiazol-2-ylcarbamoyl)-3,4-dihydroisoquinolin-2(1H)-yl)-2-(tert-butoxycarbonyl)pyridin-3-yl)-3-methylphenoxy)propyl)piperazin-1-yl)acetic acid S1C(=NC2=C1C=CC=C2)NC(=O)C=2C=CC=C1CCN(CC21)C2=CC=C(C(=N2)C(=O)OC(C)(C)C)C2=C(C=C(OCCCN1CCN(CC1)CC(=O)O)C=C2)C